5-chloro-8-(2-methylpyridin-4-yl)-2,7-diphenylimidazo[1,2-c]pyrimidine ClC1=NC(=C(C=2N1C=C(N2)C2=CC=CC=C2)C2=CC(=NC=C2)C)C2=CC=CC=C2